4-((cis)-4-((R)-1-(1H-imidazo[4,5-b]pyridin-2-yl)ethyl)cyclohexyl)-6-fluoroquinoline N1C(=NC2=NC=CC=C21)[C@H](C)[C@H]2CC[C@H](CC2)C2=CC=NC1=CC=C(C=C21)F